C1(CCCC1)O Cyclopentane-1-ol